(1'R,2'R,4'S)-4-bromo-3-chloro-5'-methyl-2'-(prop-1-en-2-yl)-1',2',3',4'-tetrahydro-[1,1'-biphenyl]-2,4',6-triol BrC=1C(=C(C(=C(C1)O)[C@H]1[C@@H](C[C@@H](C(=C1)C)O)C(=C)C)O)Cl